2-chloro-N-(5-chloro-6-(1-oxo-2-oxo-7-azaspiro[4.4]non-7-yl)pyridin-3-yl)-4-(3-ethynylpyridin-4-yl)-5-fluorobenzamide ClC1=C(C(=O)NC=2C=NC(=C(C2)Cl)N2CC3(CCC(C3=O)=O)CC2)C=C(C(=C1)C1=C(C=NC=C1)C#C)F